4-t-butyl-cyclohexane-1,2-dicarboxylic acid, dilithium salt [Li+].[Li+].C(C)(C)(C)C1CC(C(CC1)C(=O)[O-])C(=O)[O-]